butyl (R)-piperidin-3-ylcarbamate N1C[C@@H](CCC1)NC(OCCCC)=O